CC=1N=C(SC1C)C=O (4,5-dimethyl-1,3-thiazol-2-yl)methanone